Cl.CN(S(=O)(=O)C1=CC=CC=2C=3C(CN(C3C=CC21)C(N)=N)C)C 6-(N,N-Dimethylsulfamoyl)-1-methyl-1,2-dihydro-3H-benzo[e]indole-3-carboximidamide hydrochloride